C(CC=CCCCCCCCCCCCCCCCCCCCCCCCC)(=O)O 3-Octacosenoic acid